2-methyl-1,6-naphthyridine CC1=NC2=CC=NC=C2C=C1